COC(CCN=C=N)OC N-(dimethoxypropyl)-carbodiimide